BrC1(C(NC=2N=CN=CC21)=O)Br 5,7-dihydro-5,5-dibromo-6H-pyrrolo[2,3-d]pyrimidin-6-one